C(C(C)[2H])(O)([2H])[2H] n-propanol-d3